2-(pyrimidin-2-ylsulfanyl)-1-(4-(5-(trifluoromethyl)-1,2,4-oxadiazol-3-yl)phenyl)ethan-1-one N1=C(N=CC=C1)SCC(=O)C1=CC=C(C=C1)C1=NOC(=N1)C(F)(F)F